(2S)-2-[[2-[(1,1-dioxo-3,4-dihydro-2H-thiochromen-6-yl)amino]-5-[3-(pyrrolidin-1-ylmethyl)-1,2,4-oxadiazol-5-yl]pyrimidin-4-yl]amino]-2-phenyl-ethanol O=S1(CCCC2=CC(=CC=C12)NC1=NC=C(C(=N1)N[C@H](CO)C1=CC=CC=C1)C1=NC(=NO1)CN1CCCC1)=O